N-(4-(3,8-diazabicyclo[3.2.1]octan-3-yl)-2,5-difluorophenethyl)-1-ethyl-1H-pyrrolo[2,3-b]pyridine-5-carboxamide C12CN(CC(CC1)N2)C2=CC(=C(CCNC(=O)C=1C=C3C(=NC1)N(C=C3)CC)C=C2F)F